FC(C=1C=CC(=C(C1)CC(C(=O)O)=O)[N+](=O)[O-])(F)F 3-(5-Trifluoromethyl-2-nitrophenyl)-2-oxopropionic acid